COC(=O)C1=C(C=C2C=CN(C2=C1)C1C2CC3CC(CC1C3)C2)[N+](=O)[O-] 1-[(1R,3S,5R,7R)-adamantan-2-yl]-5-nitroindole-6-carboxylic acid methyl ester